C(C)(C)(C)OC(N[C@@H](CO)CC1=CC=CC=C1)=O (R)-(1-hydroxy-3-phenylpropan-2-yl)carbamic acid tert-butyl ester